(S)-(5-((4-dihydroxyboryl-3,5-difluorobenzyl)(5,6-diamino-6-oxohexyl)carbamoyl)-2-fluorophenyl)boronic acid OB(C1=C(C=C(CN(C(=O)C=2C=CC(=C(C2)B(O)O)F)CCCC[C@@H](C(=O)N)N)C=C1F)F)O